S(=O)(=O)=C1C(O)C(CC(C1O)=S(=O)=O)=S(=O)=O 2,4,6-trisulfonyl-resorcinol